1,1,1-trifluoro-2-{4-[(2-methyl-1,3-benzothiazol-6-yl)oxy]phenyl}propan-2-ol FC(C(C)(O)C1=CC=C(C=C1)OC1=CC2=C(N=C(S2)C)C=C1)(F)F